NC1=CC=C(C(=N1)C1=C(C=C2C(=NC(=NC2=C1)OC[C@H]1N(C[C@@H](C1)F)CCOC)N1CCN(CC1)C(C=C)=O)Cl)C(F)(F)F 1-[4-[7-[6-amino-3-(trifluoromethyl)-2-pyridyl]-6-chloro-2-[[(2S,4R)-4-fluoro-1-(2-methoxyethyl)pyrrolidin-2-yl]methoxy]quinazolin-4-yl]piperazin-1-yl]prop-2-en-1-one